C(C(C)O)O.[Si] silicon 1,2-propanediol